C1(CC1)N1C[C@@H](CCC1)NC=1N=NC(=C2C1C=NC=C2)C2=C(C=C(C=C2)C(F)(F)F)O 2-(4-{[(3R)-1-cyclopropylpiperidin-3-yl]amino}pyrido[3,4-d]pyridazin-1-yl)-5-(trifluoromethyl)phenol